4-(3-methyl-5-(3-(m-tolyl)-1H-pyrazol-1-yl)pyrazolo[1,5-a]pyrimidin-7-yl)morpholine CC=1C=NN2C1N=C(C=C2N2CCOCC2)N2N=C(C=C2)C=2C=C(C=CC2)C